C(N)(=O)OCCCCOC(C=C)=O 4-Carbamyloxybutylacrylat